O1COC=C1CNC(=S)NC=1C=C2C(=CC(=NC2=CC1)N1CCN(CC1)CC)C dioxol-5-ylmethyl-3-[2-(4-ethyl-piperazin-1-yl)-4-methyl-quinolin-6-yl]-thiourea